(S)-N-Cyclohexyl-N2-(2,4-dichlorobenzyl)-5-oxopyrrolidine-1,2-dicarboxamide C1(CCCCC1)NC(=O)N1[C@@H](CCC1=O)C(=O)NCC1=C(C=C(C=C1)Cl)Cl